methyl (3S,7aS)-3-(((tert-butyldiphenylsilyl)oxy)methyl)tetrahydro-1H-pyrrolizine-7a(5H)-carboxylate [Si](C1=CC=CC=C1)(C1=CC=CC=C1)(C(C)(C)C)OC[C@@H]1CC[C@@]2(CCCN12)C(=O)OC